(±)-8-bromo-6-fluoro-3-methyl-3,4-dihydro-2H-benzo[b][1,4]oxazin-5-ol BrC1=CC(=C(C2=C1OC[C@H](N2)C)O)F |r|